C1(CCCCC1)NC=1C2=C(N=CC1C#CC1=NC=C(C=C1)C)NC=C2 N-cyclohexyl-5-((5-methylpyridin-2-yl)ethynyl)-1H-pyrrolo[2,3-b]Pyridin-4-amine